BrCC(CC1(CC1)F)NC(OC(C)(C)C)=O tert-butyl N-[1-bromo-3-(1-fluorocyclopropyl)propan-2-yl]carbamate